NC(CC(=O)O)C(NC(C)CC(=O)OCC)=O 3-amino-3-[(4-ethoxy-4-oxobutan-2-yl)carbamoyl]propionic acid